OC1=C(C=O)C=C(C(=C1)O)I 2,4-dihydroxy-5-iodobenzaldehyde